N=1C=NN2C1C=C(C=C2)C2=CNC=1N=C(N=CC12)NC1CCC(CC1)(O)CC 4-((5-([1,2,4]triazolo[1,5-a]pyridin-7-yl)-7H-pyrrolo[2,3-d]pyrimidin-2-yl)amino)-1-ethylcyclohexan-1-ol